IC=1C=NN2C1C=CC(=C2)C(CN2CCOCC2)(C)C 4-[2-(3-iodopyrazolo[1,5-a]pyridin-6-yl)-2-methyl-propyl]morpholine